4-((8'-methyl-1',2'-dihydrospiro[cyclopropane-1,3'-pyrido[2,3-b][1,4]oxazin]-7'-yl)amino)-N-(4-(4-methylpiperazin-1-yl)phenyl)-2-oxo-1,2-dihydropyridine-3-carboxamide CC1=C(C=NC=2OC3(CNC21)CC3)NC3=C(C(NC=C3)=O)C(=O)NC3=CC=C(C=C3)N3CCN(CC3)C